4-[6-(2,2-difluoroethoxy)-3-(3-hydroxy-4-methoxybenzyl)-2,4-dioxo-3,4-dihydroquinazolin-1(2H)-yl]piperidine-1-carbaldehyde FC(COC=1C=C2C(N(C(N(C2=CC1)C1CCN(CC1)C=O)=O)CC1=CC(=C(C=C1)OC)O)=O)F